4-(1-naphthyl)phenyl-aniline C1(=CC=CC2=CC=CC=C12)C1=CC=C(C=C1)NC1=CC=CC=C1